CC1=C(C(=C(C=C1)C(C(=O)OC(C(C(OC(C(=O)C1=C(C(=C(C=C1)C)C)C)=O)C(C)(C)C)CC)C(C)(C)C)=O)C)C 1,3-di-tert-butyl-2-ethyl-1,3-propanediol ditrimethylphenylglyoxylate